[Si](C)(C)(C(C)(C)C)O[C@@H](C(=O)OC(C)(C)C)COC1=CC=C(C=C1)[C@@H]1N=C(NC1)SC tert-butyl (R)-2-((tert-butyldimethylsilyl)oxy)-3-(4-((S)-2-(methylthio)-4,5-dihydro-1H-imidazol-4-yl)phenoxy)propanoate